N-(4-cyanophenyl)urea C1=CC(=CC=C1C#N)NC(=O)N